1-[4-[3-(4-chlorophenyl)-4-(4-pyrimidinyl)-1H-pyrazol-5-yl]-1-piperidinyl]-2-hydroxy-ethanone ClC1=CC=C(C=C1)C1=NNC(=C1C1=NC=NC=C1)C1CCN(CC1)C(CO)=O